tert-butyl (3-((2,5',6-trifluoro-[3,4'-bipyridin]-2'-yl)carbamoyl)cyclohexyl)carbamate FC1=NC(=CC=C1C1=CC(=NC=C1F)NC(=O)C1CC(CCC1)NC(OC(C)(C)C)=O)F